C1=CC=CC=2C3=CC=CC=C3NC12.C1=CC=CC=2C3=CC=CC=C3NC12.C1=CC=CC=2C3=CC=CC=C3NC12.[La] lanthanum tricarbazole